FC=1C=C2C(C=C(C(C2=CC1)=O)C)=O 6-fluoro-2-methyl-naphthalene-1,4-dione